BrC1=C2C(=NNC2=C(C=C1F)C(=O)OC)C Methyl 4-bromo-5-fluoro-3-methyl-1H-indazole-7-carboxylate